BrC1=C(C=CC2=C1C=C(O2)C(=O)O)N2CCN(CC2)S(=O)(=O)C2=C(C=CC=C2)F 4-bromo-5-[4-(2-fluoro-benzenesulfonyl)-piperazin-1-yl]-benzofuran-2-carboxylic acid